[Si](C)(C)(C(C)(C)C)OC=1C=C2C(=NN(C2=CC1)C1OCCCC1)C1=CN=C(S1)CCOC(=O)NCCCCS(=O)(=O)[O-] 3-[2-[5-[5-[tert-butyl(dimethyl)silyl]oxy-1-tetrahydropyran-2-yl-indazol-3-yl]thiazol-2-yl]ethoxycarbonyl amino]propylmethanesulfonate